1-((2-(trimethylsilyl)ethoxy)methyl)-1H-imidazole-5-carboxamide C[Si](CCOCN1C=NC=C1C(=O)N)(C)C